(2r,7as)-2-fluorotetrahydro-1H-pyrrolopyrrolidin F[C@@H]1CC2C(CCN2)N1